(R)-5-(2-((tert-butyldimethylsilyl)oxy)ethyl)-3,3-diethyl-1-methylpyrrolidin-2-one [Si](C)(C)(C(C)(C)C)OCC[C@H]1CC(C(N1C)=O)(CC)CC